1-(tert-butyl) 2-methyl (2R,4S,5R)-2-(2-(chloromethyl)allyl)-4-fluoro-5-methyl-pyrrolidine-1,2-dicarboxylate ClCC(C[C@]1(N([C@@H]([C@H](C1)F)C)C(=O)OC(C)(C)C)C(=O)OC)=C